methyl 2-(4-bromo-3-methoxyphenyl)-4-((tert-butoxycarbonyl)(methyl)amino)butanoate BrC1=C(C=C(C=C1)C(C(=O)OC)CCN(C)C(=O)OC(C)(C)C)OC